4-[5-(2-aminoethyl)pyrimidin-2-yl]-3-(2-methyl-5-pyrrolidin-1-ylpyrazole-3-carbonyl)benzonitrile NCCC=1C=NC(=NC1)C1=C(C=C(C#N)C=C1)C(=O)C=1N(N=C(C1)N1CCCC1)C